7-octadecenyl-succinic anhydride C(CCCCCC=CCCCCCCCCCC)C1C(=O)OC(C1)=O